ClC1=CC=C(C(=N1)C1=NN=NN1)N1C(C2=CC=CC=C2C1=O)=O 2-(6-chloro-2-(1H-tetrazol-5-yl)pyridin-3-yl)isoindoline-1,3-dione